3-mercaptopyruvic acid SCC(C(=O)O)=O